COC1=CC2=C(C(=N[C@@H](C(N2)=O)NC([C@@H]([C@@H](C(=O)N)CCC(F)(F)F)CCC(F)(F)F)=O)C2=CC=CC=C2)C=C1 (2R,3S)-N-((3S)-8-methoxy-2-oxo-5-phenyl-2,3-dihydro-1H-1,4-benzodiazepin-3-yl)-2,3-bis(3,3,3-trifluoropropyl)succinamide